N-(5-bromo-2-((3S,5R)-3,4,5-trimethylpiperazin-1-yl)phenyl)-6-oxo-4-(trifluoromethyl)-1,6-dihydropyridine-3-carboxamide BrC=1C=CC(=C(C1)NC(=O)C1=CNC(C=C1C(F)(F)F)=O)N1C[C@@H](N([C@@H](C1)C)C)C